2-morpholino-7-phenyl-N-(pyridin-3-yl)-6,7-dihydro-5H-pyrrolo[2,3-d]pyrimidin-4-amine O1CCN(CC1)C=1N=C(C2=C(N1)N(CC2)C2=CC=CC=C2)NC=2C=NC=CC2